N-(5-chloro-6-(2H-1,2,3-triazol-2-yl)pyridin-3-yl)-5-ethynyl-4-(3-methoxypyridin-4-yl)-2-methylbenzamide ClC=1C=C(C=NC1N1N=CC=N1)NC(C1=C(C=C(C(=C1)C#C)C1=C(C=NC=C1)OC)C)=O